COC1=C(C(=C(C=C1)P(C1=CC=CC=C1)C1=CC=CC=C1)OC)OC trimethoxytriphenylphosphine